5-(8-isopropoxyimidazo[1,2-b]pyridazin-6-yl)pyrimidine-2,4(1H,3H)-dione C(C)(C)OC=1C=2N(N=C(C1)C=1C(NC(NC1)=O)=O)C=CN2